1-((2S,5R)-5-((2-chloro-7H-pyrrolo[2,3-d]pyrimidin-4-yl)amino)-2-methylpiperidin-1-yl)prop-2-en-1-one ClC=1N=C(C2=C(N1)NC=C2)N[C@@H]2CC[C@@H](N(C2)C(C=C)=O)C